C(C)(C)(C)OC(=O)N1C(CC(CC1)C1=CC2=C(N(C(O2)=O)C)C=C1)C 2-methyl-4-(3-methyl-2-oxo-1,3-benzoxazol-6-yl)piperidine-1-carboxylic acid tert-butyl ester